COC1=CC=C(C=C1)C1=NOC(=N1)N1CCC(CC1)C(=O)NCC1CN(CC1)CC1COCCC1 1-(3-(4-Methoxyphenyl)-1,2,4-oxadiazol-5-yl)-N-((1-((Tetrahydro-2H-pyran-3-yl)methyl)pyrrolidin-3-yl)methyl)piperidin-4-carboxamid